1,1,1,3,3,3-hexafluoropropan-2-yl piperazine-1-carboxylate monotrifluoroacetic acid salt FC(C(=O)O)(F)F.N1(CCNCC1)C(=O)OC(C(F)(F)F)C(F)(F)F